8-(piperazin-1-yl)imidazo[1,5-a]pyridine-6-sulfonamide N1(CCNCC1)C=1C=2N(C=C(C1)S(=O)(=O)N)C=NC2